N1C(CCC1)C=1C=NC=CC1 (E)-3-(pyrrolidine-2-yl)pyridine